FC1=C2C(=CN=C1C1=CC(=CC3=CC=C(C(=C13)C#C[Si](C(C)C)(C(C)C)C(C)C)F)OCOC)N(C=C2C)C2[C@@H]1CN(C[C@H]21)C(=O)OC(C)(C)C tert-butyl (1R,5S)-6-[4-fluoro-5-[7-fluoro-3-(methoxymethoxy)-8-(2-triisopropylsilylethynyl)-1-naphthyl]-3-methyl-pyrrolo[2,3-c]pyridin-1-yl]-3-azabicyclo[3.1.0]hexane-3-carboxylate